FC(OC1=CC=C(C=C1)N(C=1C=NC=CC1C)C1CCNCC1)F N-[4-(difluoromethoxy)phenyl]-4-methyl-N-(4-piperidyl)pyridin-3-amine